ClC(=O)OC1CCN(CC1)C1=CC=C(C=C1)[N+](=O)[O-] [1-(4-nitrophenyl)-4-piperidinyl] chloroformate